OC1(C(=O)N)CC=C(C(=O)NCCNC2=CC(=NC3=CC=CC=C23)C)C=C1 1-hydroxy-N4-(2-((2-methylquinolin-4-yl)amino)ethyl)terephthalamide